5-((1S,2R)-1-(5-chloro-7-methoxy-1,1-dioxobenzo[d]isothiazol-2(3H)-yl)-2-(6-fluoro-2,3-dimethylphenyl)propyl)-1,3,4-oxadiazol-2(3H)-one ClC=1C=C(C2=C(CN(S2(=O)=O)[C@@H]([C@H](C)C2=C(C(=CC=C2F)C)C)C2=NNC(O2)=O)C1)OC